2,2,2-trifluoro-N-methylacetamide hydrochloride Cl.FC(C(=O)NC)(F)F